S1C(=CC=2COCCC21)C(=O)N2C[C@H]1[C@@H](C2)C(C2(CC2)C1)=O (3aS,6aR)-2-(6,7-dihydro-4H-thieno[3,2-c]pyran-2-carbonyl)spiro[3,3a,6,6a-tetrahydro-1H-cyclopenta[c]pyrrole-5,1'-cyclopropane]-4-one